FC1=C(/C=C/C2CN(C2)C(=O)OC(C)(C)C)C=CC(=C1)C tert-butyl (E)-3-(2-fluoro-4-methylstyryl)azetidine-1-carboxylate